The molecule is a perfluoroalkanesulfonic acid that is hexane-1-sulfonic acid in which all thirteen of the hydrogens that are attached to carbons have been replaced by fluorines. C(C(C(C(F)(F)S(=O)(=O)O)(F)F)(F)F)(C(C(F)(F)F)(F)F)(F)F